C(C)(C)(C)C1=CC(=NC=C1)C1=NC=CC(=C1)C(C)(C)C 4,4'-di-t-butyl-2,2'-bipyridine